tert-butyl-N-[4-(2-oxoethyl)cyclohexyl]carbamate C(C)(C)(C)OC(NC1CCC(CC1)CC=O)=O